ethyl 3-methyl-2-(4-(4,4,5,5-tetramethyl-1,3,2-dioxaborolan-2-yl)-1H-pyrazol-1-yl)butanoate CC(C(C(=O)OCC)N1N=CC(=C1)B1OC(C(O1)(C)C)(C)C)C